6-Amino-3-((1S,3R,4S)-4'-chloro-3-hydroxy-4-(1H-1,2,3-triazol-1-yl)-1',2'-dihydrospiro[cyclopentane-1,3'-pyrrolo[2,3-b]pyridin]-5'-yl)-2-fluoro-N,N-dimethylbenzamide NC1=CC=C(C(=C1C(=O)N(C)C)F)C=1C(=C2C(=NC1)NC[C@@]21C[C@H]([C@H](C1)N1N=NC=C1)O)Cl